2,5-dimethyl-4-propenyl-1,1'-biphenyl CC1=C(C=C(C(=C1)C=CC)C)C1=CC=CC=C1